FC=1C(=NC=CC1CN1CCC(CCC1)(C)O)C=1C=C2CN(C(C2=CC1)=O)C1C(NC(CC1)=O)=O 3-(5-(3-fluoro-4-((4-hydroxy-4-methylazepan-1-yl)methyl)pyridin-2-yl)-1-oxoisoindolin-2-yl)piperidine-2,6-dione